N-(1-(4-fluorophenyl)-2-methylpropan-2-yl)-2-methoxy-5,6,7,8-tetrahydroquinoline-3-carboxamide FC1=CC=C(C=C1)CC(C)(C)NC(=O)C=1C(=NC=2CCCCC2C1)OC